FC=1C=C(C=CC1OC1=CC=NC2=CN=C(C=C12)OC)NC(=O)C1=CN=C(N(C1=O)C1=CC=C(C=C1)F)C N-[3-Fluoro-4-[(6-methoxy-1,7-naphthyridin-4-yl)oxy]phenyl]-1-(4-fluorophenyl)-2-methyl-6-oxopyrimidine-5-carboxamide